CC=1C=C(C[C@H](N)C(=O)O)C=CC1C 3,4-dimethylphenylalanine